3-amino-3-[(6-amino-1-methoxy-1-oxohex-2-yl)carbamoyl]propionic acid NC(CC(=O)O)C(NC(C(=O)OC)CCCCN)=O